bis(3-triethoxysilyl-propyl)tetrasulphide C(C)O[Si](CCCSSSSCCC[Si](OCC)(OCC)OCC)(OCC)OCC